C(C)(=O)NC1=CNC2=CC=C(C=C12)CCC1CCN(CC1)C(=O)OC(C)(C)C tert-butyl 4-[2-(3-acetamido-1H-indol-5-yl)ethyl]piperidine-1-carboxylate